(R*)-2-[1-(4,6-difluoro-2,3-dihydrobenzo-furan-5-yl)-2-nitroethyl]malonic acid dimethyl ester COC(C(C(=O)OC)[C@@H](C[N+](=O)[O-])C=1C(=CC2=C(CCO2)C1F)F)=O |o1:8|